{3-[Hydroxy-(4-phenoxy-phenyl)-(4-trifluoromethoxy-phenyl)-methyl]-1-methyl-azetidin-3-yl}-carbamic acid 9H-fluoren-9-ylmethyl ester C1=CC=CC=2C3=CC=CC=C3C(C12)COC(NC1(CN(C1)C)C(C1=CC=C(C=C1)OC(F)(F)F)(C1=CC=C(C=C1)OC1=CC=CC=C1)O)=O